3'-(adamantan-1-yl)4-tert-butyldimethylsilyloxybiphenyl-4-aldehyde C12(CC3CC(CC(C1)C3)C2)C=2C=C(C=CC2)C2=CCC(C=C2)(C=O)O[Si](C)(C)C(C)(C)C